C(C)(=O)C1=NN(C2=C(C=C(C=C12)C=1C=NC(=NC1)C)C#N)CC(=O)N1[C@@H]2C[C@@]2(C[C@H]1C(=O)NC1=NC(=CC=C1C)Br)CN(C)C (1R,3S,5R)-2-(2-(3-acetyl-7-cyano-5-(2-methylpyrimidin-5-yl)-1H-indazol-1-yl)acetyl)-N-(6-bromo-3-methylpyridin-2-yl)-5-((dimethylamino)-methyl)-2-azabicyclo[3.1.0]hexane-3-carboxamide